CC=1C=C(C(=O)O[Li])C=CC1N1CCN(CC1)C lithio 3-methyl-4-(4-methylpiperazin-1-yl)benzoate